2,4-difluoro-N-[(3R,4S)-4-fluoro-1-(3,3,3-trifluoropropanoyl)pyrrolidin-3-yl]benzamide FC1=C(C(=O)N[C@@H]2CN(C[C@@H]2F)C(CC(F)(F)F)=O)C=CC(=C1)F